7-(1-Benzylpiperidin-3-yl)-2-(1-methyl-1H-pyrazol-4-yl)pyrazolo[1,5-a]pyrimidine C(C1=CC=CC=C1)N1CC(CCC1)C1=CC=NC=2N1N=C(C2)C=2C=NN(C2)C